tert-butyl (S)-4-(6-cyano-7-(2-fluorophenyl)-1-(2-isopropyl-4-methylpyridin-3-yl)-2-oxo-1,2-dihydropyrido[2,3-d]pyrimidin-4-yl)-3-methylpiperazine-1-carboxylate C(#N)C1=CC2=C(N(C(N=C2N2[C@H](CN(CC2)C(=O)OC(C)(C)C)C)=O)C=2C(=NC=CC2C)C(C)C)N=C1C1=C(C=CC=C1)F